COC=1C=C(C=CC1)C1=NN(C=C1CNC1=C(C(=O)O)C=CN=C1)C1=CC=CC=C1 3-(((3-(3-methoxyphenyl)-1-phenyl-1H-pyrazol-4-yl)methyl)amino)isonicotinic acid